ClC1=CC(=NC(=C1)C1CNCCC1)C=1C=NN2C1C=C(C=C2)OC(C)C 3-(4-chloro-6-(piperidin-3-yl)pyridin-2-yl)-5-isopropoxypyrazolo[1,5-a]pyridine